OC1=CC=C(C=CC(=O)C=2C(C(C(C2O)O)C2[C@H](O)[C@@H](O)[C@H](O)[C@H](O2)CO)=O)C=C1.[Na] sodium p-hydroxycinnamoyl-3,4-dihydroxy-5-(glucosyl)cyclopent-2-enone